potassium 2,3-dihydroxysuccinate OC(C(=O)[O-])C(C(=O)[O-])O.[K+].[K+]